2,3,4,6-tetramethylsilyl-α-D-glucopyranosyl bromide C[SiH2][C@@]1([C@H](O[C@@H]([C@]([C@@]1(O)[SiH2]C)(O)[SiH2]C)C(O)[SiH2]C)Br)O